N-[(1S)-1-[[6-chloro-5-(3,5-dimethyl-1H-pyrazol-4-yl)-2-pyridyl]carbamoyl]-2,2-dicyclopropyl-ethyl]-2-methyl-pyrazole-3-carboxamide ClC1=C(C=CC(=N1)NC(=O)[C@H](C(C1CC1)C1CC1)NC(=O)C=1N(N=CC1)C)C=1C(=NNC1C)C